normal propyl maleate C(\C=C/C(=O)[O-])(=O)OCCC